N-(tert-butyl)-4-fluoro-3-(4-(hydroxymethyl)phenyl)-5-isobutylthiophene-2-sulfonamide C(C)(C)(C)NS(=O)(=O)C=1SC(=C(C1C1=CC=C(C=C1)CO)F)CC(C)C